Cl.C1(=CC=CC=C1)C=1C=CC(N(N1)CCOC1=CC=NC2=CC(=CC=C12)N1CCNCC1)=O 6-phenyl-2-(2-((7-(piperazin-1-yl)quinolin-4-yl)oxy)ethyl)pyridazin-3(2H)-one hydrochloride